6-chloro-2-N,2-N,4-N,4-N-tetraethyl-1,3,5-triazine-2,4-diamine ClC1=NC(=NC(=N1)N(CC)CC)N(CC)CC